FC=1C=C(C=CC1F)N(C(NCC1CCC(CC1)COCC(=O)O)=O)C1=CC=CC=C1 2-(((1r,4r)-4-((3-(3,4-difluorophenyl)-3-phenylureido)methyl)cyclohexyl)methoxy)acetic acid